4-isopropyl-2-(alpha-methylbenzyl)phenol C(C)(C)C1=CC(=C(C=C1)O)C(C1=CC=CC=C1)C